methyl 2-fluoro-4-(2-oxo-7-azaspiro[3.5]non-7-yl)benzoate FC1=C(C(=O)OC)C=CC(=C1)N1CCC2(CC(C2)=O)CC1